BrCC(=O)NC1=C(C=C(C=C1)C(F)(F)F)C 2-bromo-N-[2-methyl-4-(trifluoromethyl)phenyl]acetamide